2-(5-Methoxy-2-nitro-phenyl)-propionitrile COC=1C=CC(=C(C1)C(C#N)C)[N+](=O)[O-]